6-(4-(1'-cyclopropyl-[1,4'-bipiperidin]-4-yl)phenyl)-1,4-dimethyl-2-(4-(methylsulfonyl)phenyl)-1H-benzo[d]imidazole C1(CC1)N1CCC(CC1)N1CCC(CC1)C1=CC=C(C=C1)C=1C=C(C2=C(N(C(=N2)C2=CC=C(C=C2)S(=O)(=O)C)C)C1)C